Phosphonothioic acid, O,O-dimethyl ester P(OC)(OC)=S